ClC=1N=NC(=CC1)C(=C)OCC 3-chloro-6-(1-ethoxyvinyl)pyridazine